α-Aminocyclohexanecarboxylic acid C1CCC(CC1)(C(=O)O)N